FC1=CC=C(C=C1)C(N1C[C@@H](N(C[C@H]1C)C1=NC=2N(C3=C1N(C=C3)CC)C=NN2)C)C2=CC=C(C=C2)F 5-((2S,5R)-4-(bis(4-fluorophenyl)methyl)-2,5-dimethylpiperazin-1-yl)-6-ethyl-6H-pyrrolo[2,3-e][1,2,4]triazolo[4,3-a]pyrimidine